2-({(E)-[2-chloro-5-(3,5-dimethyl-2,6-dioxo-4-sulfanylidene-1,3,5-triazinan-1-yl)-4-fluorobenzylidene]amino}oxy)propanoic acid ClC1=C(\C=N\OC(C(=O)O)C)C=C(C(=C1)F)N1C(N(C(N(C1=O)C)=S)C)=O